2-(2-((1r,3r)-3-fluoro-3-methylcyclobutyl)-2H-pyrazolo[3,4-b]pyridin-6-yl)-3-methyl-5-(trifluoro-methyl)phenol FC1(CC(C1)N1N=C2N=C(C=CC2=C1)C1=C(C=C(C=C1C)C(F)(F)F)O)C